N'-(2,5-dimethyl-4-(3-propoxyoxetan-3-yl)phenyl)-N-ethyl-N-methylformimidamide CC1=C(C=C(C(=C1)C1(COC1)OCCC)C)N=CN(C)CC